N[C@@H](CNC=1C2=C(N=CN1)C(=CC(=N2)C2=CC=C(C=C2)CN2CCOCC2)C(=O)N)C 4-[[(2R)-2-aminopropyl]amino]-6-[4-(morpholin-4-ylmethyl)phenyl]pyrido[3,2-d]pyrimidine-8-carboxamide